CNCCNC(=O)C1=CC2=CC=CC(=C2C=C1)C1=CC=C(C=C1)C(F)(F)F N-(2-(methylamino)ethyl)-5-(4-(trifluoromethyl)phenyl)-2-naphthamide